FC(CN1C=C(C=2C=NC(=CC21)C2=NN(C=C2C2CC21N(CCCC1)C(=O)N)C1OCCCC1)N1CCN(CC1)C)(C)C 3-[1-(2-fluoro-2-methylpropyl)-3-(4-methylpiperazin-1-yl)pyrrolo[3,2-c]pyridin-6-yl]-1-(oxan-2-yl)pyrazol-4-yl-4-azaspiro[2.5]octane-4-carboxamide